[F-].[Cr+2].[F-] chromium(II) fluoride